Cl.CN(CC(C(=O)O)C)C 3-(dimethylamino)-2-methylpropanoic acid hydrochloride